(cyclopentadienyl)(1,4-dimethylindenyl)zirconium C1(C=CC=C1)[Zr]C=1C(C2=CC=CC(=C2C1)C)C